FCC(C)(C)C1=NC(=NO1)C(=O)NCC1=CC=C(C=C1)C=1C=2N(C=C(N1)C=1C=NN(C1)C)N=CC2 5-(1-fluoro-2-methylpropan-2-yl)-N-(4-(6-(1-methyl-1H-pyrazol-4-yl)pyrazolo[1,5-a]pyrazin-4-yl)benzyl)-1,2,4-oxadiazole-3-carboxamide